CC(C)(C)C1=CC(=CC=C1)C(C)(C)C 1,3-bis(1,1-dimethylethyl)benzene